1-[[6-(difluoromethyl)-2-(hydroxymethyl)imidazo[2,1-b][1,3,4]thiadiazol-5-yl]methyl]-3-(3,3,3-trifluoropropyl)-2H-pyrrol-5-one FC(C=1N=C2SC(=NN2C1CN1CC(=CC1=O)CCC(F)(F)F)CO)F